N,N-Diethyl-1,4-dihydro-6-[(1-methoxy-2-phenyl-3-indolizinyl)carbonyl]-α-methyl-2,4-dioxo-3(2H)-quinazolineacetamide C(C)N(C(C(N1C(NC2=CC=C(C=C2C1=O)C(=O)C1=C(C(=C2C=CC=CN12)OC)C1=CC=CC=C1)=O)C)=O)CC